1-(4-(4-(5-(2,6-dichlorophenyl)-4,5-dihydroisoxazol-3-yl)thiazol-2-yl)piperidin-1-yl)-2-((3-(trifluoromethyl)pyrazin-2-yl)oxy)ethan-1-one ClC1=C(C(=CC=C1)Cl)C1CC(=NO1)C=1N=C(SC1)C1CCN(CC1)C(COC1=NC=CN=C1C(F)(F)F)=O